Ethyl 4-{(3S,5aR,6R,7R,8aS)-6-[(1E,3R)-4-(2,5-difluorophenoxy)-3-hydroxy-1-buten-1-yl]-7-hydroxyoctahydro-2H-cyclopenta[b]oxepin-3-yl}butanoate FC1=C(OC[C@@H](/C=C/[C@H]2[C@@H](C[C@@H]3OC[C@H](CC[C@@H]32)CCCC(=O)OCC)O)O)C=C(C=C1)F